diglycerin monocaprinate C(CCCCCCCCC)(=O)O.OCC(O)CO.OCC(O)CO